COC=1C=C(C=CC1)C1=CC(=CS1)C(=O)NC1=NC(=NS1)CC(C(F)(F)F)(C)O 5-(3-methoxyphenyl)-N-(3-(3,3,3-trifluoro-2-hydroxy-2-methylpropyl)-1,2,4-thiadiazol-5-yl)thiophene-3-carboxamide